6-dodecanol CCCCCC(CCCCCC)O